FC1=CC2=C(C(CC3(CCC3)O2)CS(=O)(=O)N)C=C1 {7-fluoro-3,4-dihydrospiro[1-benzopyran-2,1'-cyclobutan]-4-yl}methanesulfonamide